N-((R)-1-(4-(ethylsulfonyl)phenyl)-2-hydroxyethyl)-4-(3-(4-(trifluoromethyl)phenoxy)pyrrolidin-1-yl)benzamide C(C)S(=O)(=O)C1=CC=C(C=C1)[C@H](CO)NC(C1=CC=C(C=C1)N1CC(CC1)OC1=CC=C(C=C1)C(F)(F)F)=O